(S)-4,8-diamino-octanoic acid N[C@H](CCC(=O)O)CCCCN